2-amino-N-(1-(4-chloro-2-cyclobutyl-7-ethoxy-2H-indazol-6-yl)ethyl)-pyrazolo[1,5-a]pyrimidine-3-carboxamide NC1=NN2C(N=CC=C2)=C1C(=O)NC(C)C=1C=C(C2=CN(N=C2C1OCC)C1CCC1)Cl